gamma-acryloxypropyl-carboxyl-trimethoxysilane C(C=C)(=O)OCCCCO[Si](OC)(OC)C(=O)O